(3'-(4,6-diphenylpyridin-2-yl)-[1,1'-biphenyl]-3-yl)boronic acid C1(=CC=CC=C1)C1=CC(=NC(=C1)C1=CC=CC=C1)C=1C=C(C=CC1)C1=CC(=CC=C1)B(O)O